bis[(+)-pinanediol] diboron [B].[B].C12(C(CCC(C1(C)C)C2)(C)O)O.C21(C(CCC(C2(C)C)C1)(C)O)O